FC=1C(=CC(=C(C1)C=1N=C2C(=NC1)NC(CN2[C@@H]2CC[C@H](CC2)OC)=O)C)C2=NNC=N2 6-(5-fluoro-2-methyl-4-(1H-1,2,4-triazol-3-yl)phenyl)-4-(trans-4-methoxycyclohexyl)-3,4-dihydropyrazino[2,3-b]pyrazin-2(1H)-one